5-(4-fluorophenyl)-7-iodo-6-isopropyl-1-((2-(trimethylsilyl)ethoxy)methyl)-1,5-dihydropyrrolo[2,3-f]indazole FC1=CC=C(C=C1)N1C(=C(C2=C1C=C1C=NN(C1=C2)COCC[Si](C)(C)C)I)C(C)C